piperidine-1-sulfonamide N1(CCCCC1)S(=O)(=O)N